(R)-1-phenyl-2-aminoethanol C1(=CC=CC=C1)[C@H](CN)O